C1(CCC1)S(=O)(=O)NCCCN(CCCCCCCC(=O)OC(CCCCCCCC)CCCCCCCC)CCCCCCCC(OC(CC)CCCCCCCC)=O Heptadecan-9-yl 8-((3-(cyclobutanesulfonamido)propyl)(8-oxo-8-(undecan-3-yloxy)octyl)amino)octanoate